rac-(1R,3S)-3-(6-((5-isopropyl-1H-pyrazol-3-yl)amino)pyrazin-2-yl)cyclopentan-1-ol C(C)(C)C1=CC(=NN1)NC1=CN=CC(=N1)[C@@H]1C[C@@H](CC1)O |r|